2-[4-[4-(aminomethyl)-1-oxo-2H-isoquinolin-6-yl]-2-methyl-pyrazol-3-yl]naphthalene-1-carbonitrile NCC1=CNC(C2=CC=C(C=C12)C1=C(N(N=C1)C)C1=C(C2=CC=CC=C2C=C1)C#N)=O